C(C)(=O)N[C@@H](CCC(=O)OC(C)(C)C)C(=O)N[C@H](C(=O)OCC)CCC1=CC=CC=C1 (S)-tert-butyl 4-acetamido-5-(((S)-1-ethoxy-1-oxo-4-phenylbutan-2-yl)amino)-5-oxopentanoate